O[C@@H](CN(C1CCN(CC1)C(=O)C=1C=CC2=C(N(C=[N+]2CC)CC)C1)C[C@@H]([C@H]([C@@H]([C@@H](CO)O)O)O)O)[C@H]([C@@H]([C@@H](CO)O)O)O 6-(4-{bis[(2S,3R,4R,5R)-2,3,4,5,6-pentahydroxyhexyl]amino}piperidine-1-carbonyl)-1,3-diethyl-1H-1,3-benzodiazol-3-ium